ON1[C@@H]2C=C([C@H](N(C1=O)C2)C(=O)NCCCS(N)(=O)=O)C (2S,5R)-6-hydroxy-3-methyl-7-oxo-N-(3-sulfamoyl-propyl)-1,6-diazabicyclo[3.2.1]oct-3-ene-2-carboxamide